ClC1=CC=C(C(=N1)C(=O)O)N[C@H](C)C1=C2N=C(C(=NC2=CC(=C1)C)C#N)N1CC(C(C1)C)(F)F 6-chloro-3-(((1R)-1-(2-cyano-3-(3,3-difluoro-4-methylpyrrolidin-1-yl)-7-methylquinoxalin-5-yl)ethyl)amino)picolinic acid